β-pentyl selenide CC(CCC)[Se]C(C)CCC